sodium α-sulfopalmitate S(=O)(=O)(O)C(C(=O)[O-])CCCCCCCCCCCCCC.[Na+]